1-(10-fluoro-3-methyl-2,4,5,7,12-pentazatricyclo[7.4.0.02,6]trideca-1(13),3,5,7,9,11-hexaen-8-yl)-6-[2-(4-methylmorpholin-2-yl)ethynyl]-3,5-dihydro-2H-4,1-benzoxazepine FC1=C2C(=NC3=NN=C(N3C2=CN=C1)C)N1CCOCC2=C1C=CC=C2C#CC2CN(CCO2)C